4-[1-(2,3-dihydrobenzofuran-4-yl)ethyl]-1H-imidazole O1CCC2=C1C=CC=C2C(C)C=2N=CNC2